C(C)(C)(C)OC(=O)N1CC(=CC1)C=1C=2N(C=C(C1)OCC(C)(C)O)N=CC2C#N 3-(3-cyano-6-(2-hydroxy-2-methylpropoxy)pyrazolo[1,5-a]Pyridin-4-yl)-2,5-dihydro-1H-pyrrole-1-carboxylic acid tert-butyl ester